[Eu+2].COC1=C(C=C(C=C1)\C=C\C(=O)C1=C(C(=C(C=C1O)O)CCC(=C)C)O)O 4-methoxy-2',3,4',6'-tetrahydroxy-3'-isopentenyl-chalcone Europium(II)